N1CC(C1)NC(=O)C1=CN=C2N1N=C(C=C2)N2[C@H](CCC2)C2=C(C=CC(=C2)F)SC N-(azetidin-3-yl)-6-[(2R)-2-[5-fluoro-2-(methylsulfanyl)phenyl]pyrrolidin-1-yl]imidazo[1,2-b]pyridazine-3-carboxamide